4-[(4-methyl-1-piperazinyl-methyl)-3-(trifluoromethyl)phenyl]-2-imidazolidinone CN1CCN(CC1)CC1=C(C=CC=C1C(F)(F)F)C1NC(NC1)=O